COCCN1C(CC(CC1)=O)=O 1-(2-methoxyethyl)piperidine-2,4-dione